tert-butyl (tert-butoxycarbonyl)(3-ethynyl-5-(4-(isopropylsulfonyl)phenyl)pyrazin-2-yl)carbamate C(C)(C)(C)OC(=O)N(C(OC(C)(C)C)=O)C1=NC=C(N=C1C#C)C1=CC=C(C=C1)S(=O)(=O)C(C)C